CC(CO)(C(C)O)C 2,2-dimethylbutane-1,3-diol